P(=O)(OC(CC)C(C)Cl)(OC(CC)C(C)Cl)OC(CC)C(C)Cl tris(1-chloro-ethylpropyl) phosphate